C(#N)[C@H]1CC[C@H](CC1)N1C2=NC(=NC=C2N(C1=O)C)NC1=C(C#N)C=CC=C1C ((9-(cis-4-cyanocyclohexyl)-7-methyl-8-oxo-8,9-dihydro-7H-purin-2-yl)amino)-3-methylbenzonitrile